ethyl 4-(3-(benzyloxy) pyridin-2-yl)-2,4-dioxobutanoate C(C1=CC=CC=C1)OC=1C(=NC=CC1)C(CC(C(=O)OCC)=O)=O